1-(3,5-dimethylphenyl)-6-(p-tolyl)isoquinoline CC=1C=C(C=C(C1)C)C1=NC=CC2=CC(=CC=C12)C1=CC=C(C=C1)C